ClC=1C=CC2=C([C@@H](C[C@@H](O2)C(=O)NC23CC(C2)(C3)C3=CN=C(O3)O[C@@H]3C[C@@H](C3)OC(F)(F)F)O)C1 (2R,4R)-6-chloro-4-hydroxy-N-[3-(2-{[cis-3-(trifluoromethoxy)cyclobutyl]oxy}-1,3-oxazol-5-yl)bicyclo[1.1.1]pentan-1-yl]-3,4-dihydro-2H-1-benzopyran-2-carboxamide